C[C@]12[C@H]3CC[C@@]4([C@H](CC[C@H]4[C@@H]3CC[C@H]2C[C@@H](CC1)O)C1(COC1)C)C (3R,5S,8R,9S,10S,13S,14S,17S)-10,13-dimethyl-17-(3-methyloxetan-3-yl)-2,3,4,5,6,7,8,9,11,12,14,15,16,17-tetradecahydro-1H-cyclopenta[a]phenanthren-3-ol